N-[(rac)-3,3-difluorocyclohexyl]-2-fluoro-aniline FC1(C[C@@H](CCC1)NC1=C(C=CC=C1)F)F |r|